[Ni].[Zn].[Fe] iron-zinc-nickel